O.C([C@H](C)O)O (S)-(+)-1,2-propylene glycol monohydrate